CN1C(=NC=C1)C(C(=O)OCC)=O ethyl 2-(1-methyl-1H-imidazol-2-yl)-2-oxoacetate